C(C(=C)C)(=O)ON(CC(CC(CCN(C(=O)OCC)OC(C(=C)C)=O)(C)C)C)C(=O)OCC 1,6-bis(methacryloxy-2-ethoxycarbonylamino)-2,4,4-trimethylhexane